COC1=CC=C(C=C1)NC1=C(C=CC=C1)N=O N-(4-methoxyphenyl)-2-nitrosoaniline